3-methylcyclohexane-1,2-diol CC1C(C(CCC1)O)O